COC1=CC=C(C=C1)/C(=C/[Si](C)(C)C)/C1=C(C=CC=C1)[Si](C)(C)C (Z)-(2-(4-methoxyphenyl)-2-(2-(trimethylsilyl)phenyl)vinyl)trimethylsilane